(8-(1-methyl-6-(trifluoromethyl)-1H-benzo[d]imidazol-5-yl)indolizin-3-yl)(4-((2,3,5,6-tetrafluoro-4-(methylsulfinyl)benzyl)amino)phenyl)methanone CN1C=NC2=C1C=C(C(=C2)C2=CC=CN1C(=CC=C21)C(=O)C2=CC=C(C=C2)NCC2=C(C(=C(C(=C2F)F)S(=O)C)F)F)C(F)(F)F